4-bromo-2,5-dimethoxyamphetamine BrC1=CC(=C(CC(N)C)C=C1OC)OC